tert-butyl (((2S,4R)-5-chloro-4-(2-cyano-6-fluorophenyl)-6-fluoro-2-phenyl-2,3-dihydrobenzofuran-2-yl)methyl)carbamate ClC=1C(=CC2=C(C[C@](O2)(C2=CC=CC=C2)CNC(OC(C)(C)C)=O)C1C1=C(C=CC=C1F)C#N)F